3-((1-methyl-1H-pyrazol-3-yl)methoxy)-1-((2-(trimethylsilyl)ethoxy)methyl)-1H-pyrazol-4-amine CN1N=C(C=C1)COC1=NN(C=C1N)COCC[Si](C)(C)C